C(#N)C1=C(C=CC=C1C1=C2C=NN(C2=CC=C1)C)NC(=O)C1=NN(C(=C1)CNCCO)C N-[2-Cyano-3-(1-methyl-1H-indazol-4-yl)phenyl]-5-{[(2-hydroxyethyl)amino]methyl}-1-methyl-1H-pyrazol-3-carboxamid